3-(methylamino)-N-[(1s,4s)-4-{[6-chloro-2-(trifluoromethyl)quinolin-4-yl]amino}cyclohexyl]benzamide tert-butyl-(2-chloro-5-isopropoxypyridin-4-yl)carbamate C(C)(C)(C)N(C(O)=O)C1=CC(=NC=C1OC(C)C)Cl.CNC=1C=C(C(=O)NC2CCC(CC2)NC2=CC(=NC3=CC=C(C=C23)Cl)C(F)(F)F)C=CC1